3-(1-methylsulfonyl-cyclopropyl)-1H-pyrazole CS(=O)(=O)C1(CC1)C1=NNC=C1